C(C)(C)(C)OC(=O)N1CCC(CC1)CNC1=C(C=C(C=C1[N+](=O)[O-])C(=O)OC)OC 4-(((2-methoxy-4-(methoxycarbonyl)-6-nitrophenyl)amino)methyl)piperidine-1-carboxylic acid tert-butyl ester